NC1=C2N=CN(C2=NC=N1)C[C@@H](C)OCP(OCCCOCCCCCCCCCCC#CC1CCCCC1)(O)=O 3-((12-cyclohexyldodec-11-yn-1-yl)oxy)propyl hydrogen ((((R)-1-(6-amino-9H-purin-9-yl)propan-2-yl)oxy)methyl)phosphonate